COCCN1C=CC=2C(=NC(=CC21)NC=2SC(=CN2)C)OC2CN(CCC2)C(C=C)=O 1-(3-((1-(2-methoxyethyl)-6-((5-methylthiazol-2-yl)amino)-1H-pyrrolo[3,2-c]pyridin-4-yl)oxy)piperidin-1-yl)prop-2-en-1-one